7-(1-(1-ethoxyethyl)-1H-pyrazol-4-yl)-2-(1-(methylsulfonyl)piperidin-4-ylamino)-[1,2,4]triazolo[1,5-a]pyridin-8-ol C(C)OC(C)N1N=CC(=C1)C1=C(C=2N(C=C1)N=C(N2)NC2CCN(CC2)S(=O)(=O)C)O